CC=1NC(=C(C(C1C(=O)OCCC#N)C1=C(C=CC=C1)[N+](=O)[O-])C(=O)OCCOC)C 3-(2-cyanoethyl) 5-(2-methoxyethyl) 2,6-dimethyl-4-(2-nitrophenyl)-1,4-dihydropyridine-3,5-dicarboxylate